neodymium (2-ethylhexyl) ((n-nonylphenyl) phosphonate) C(CCCCCCCC)C1=C(C=CC=C1)P(OCC(CCCC)CC)([O-])=O.[Nd+3].C(C)C(COP([O-])(=O)C1=C(C=CC=C1)CCCCCCCCC)CCCC.C(C)C(COP([O-])(=O)C1=C(C=CC=C1)CCCCCCCCC)CCCC